1,4-diaminophenylphosphonic acid NC1(CC=C(C=C1)N)P(O)(O)=O